NC=1C(=NC(=CC1C1CC1)C1=CC(=CC=C1)C1=NOC(=C1)[C@]1(C(N(CC1)C)=O)O)C(=O)N (R)-3-amino-4-cyclopropyl-6-(3-(5-(3-hydroxy-1-methyl-2-oxopyrrolidin-3-yl)isoxazol-3-yl)phenyl)picolinamide